1-(allyloxy)-2,6-bis(bromomethyl)benzene C(C=C)OC1=C(C=CC=C1CBr)CBr